3-(difluoromethyl)-1-methyl-N-(3,4,5-trifluorobiphenyl-2-yl)-pyrazole-4-carboxamide FC(C1=NN(C=C1C(=O)NC1=C(C=C(C(=C1F)F)F)C1=CC=CC=C1)C)F